N-(4-(1-(2,6-difluorobenzyl)-6-methyl-1H-benzo[d]imidazol-2-yl)phenyl)-2-(4-(ethylsulfonyl)phenyl)acetamide FC1=C(CN2C(=NC3=C2C=C(C=C3)C)C3=CC=C(C=C3)NC(CC3=CC=C(C=C3)S(=O)(=O)CC)=O)C(=CC=C1)F